C(C)(C)(C)OC(=O)N1[C@@H](C[C@H](C1)NC(=O)C=1OC(=CN1)C1=CC(=CC=C1)OC(F)(F)F)C (2R,4R)-2-methyl-4-(5-(3-(trifluoromethoxy)phenyl)oxazole-2-carboxamido)pyrrolidine-1-carboxylic acid tert-butyl ester